tert-butyl (1S*,2R*,3S*,5R*)-(±)-2-(benzyloxy)-3-((methylsulfonyl)oxy)-8-azabicyclo[3.2.1]octane-8-carboxylate C(C1=CC=CC=C1)O[C@@H]1[C@@H]2CC[C@H](C[C@@H]1OS(=O)(=O)C)N2C(=O)OC(C)(C)C |r|